[4-(oxazol-5-yl)phenyl]-2,4-pyrimidinediamine O1C=NC=C1C1=CC=C(C=C1)C=1C(=NC(=NC1)N)N